BrC1=C(C=C(C=C1)CC#N)C 2-(4-bromo-3-methylphenyl)acetonitrile